N-(5-((6-cyclopropyl-8-(3-methyl-2,4-dioxoimidazolidin-1-yl)imidazo[1,2-a]pyridin-2-yl)methoxy)-6-(trifluoromethyl)pyridazin-3-yl)-2-(4-methylpyrimidin-2-yl)cyclopropane-1-carboxamide C1(CC1)C=1C=C(C=2N(C1)C=C(N2)COC=2C=C(N=NC2C(F)(F)F)NC(=O)C2C(C2)C2=NC=CC(=N2)C)N2C(N(C(C2)=O)C)=O